sodium (1-hydroxyethylidene) bisphosphonate P(OC(C)(O)OP([O-])=O)([O-])=O.[Na+].[Na+]